C(C1=CC=CC=C1)(=O)OSC1=NN=C(N1C1CCCCC1)C1=CC=C(C=C1)N ((5-(4-aminophenyl)-4-cyclohexyl-4H-1,2,4-triazol-3-yl) thio) benzoate